2-methoxy-5-(piperidin-3-yl)pyridin-3-amine COC1=NC=C(C=C1N)C1CNCCC1